(trifluoromethyl)[2,4'-bipyridin] FC(F)(F)C=1C(=NC=CC1)C1=CC=NC=C1